C(C)C1C2C3C4C=CC(C3C(C1)C2)C4 8-ethyltetracyclo[4.4.0.12,5.17,10]dodec-3-ene